2-(2-amino-6-((4-(hydroxymethyl)phenyl)amino)-9H-purin-9-yl)-N-(1-ethyl-3-methyl-1H-pyrazol-5-yl)acetamide NC1=NC(=C2N=CN(C2=N1)CC(=O)NC1=CC(=NN1CC)C)NC1=CC=C(C=C1)CO